((2R,3R,4S,5R)-4-acetoxy-5-(2-amino-7-(cyclopropylmethyl)-8-oxo-7,8-dihydro-9H-purin-9-yl)-3-fluorotetrahydrofuran-2-yl)methylacetat C(C)(=O)O[C@@H]1[C@@H]([C@H](O[C@H]1N1C2=NC(=NC=C2N(C1=O)CC1CC1)N)COC(C)=O)F